5-(4-(trifluoromethyl)phenoxy)-2-(1-((trifluoromethyl)sulfonyl)azetidin-3-yl)-1,2,3,4-tetrahydroisoquinoline FC(C1=CC=C(OC2=C3CCN(CC3=CC=C2)C2CN(C2)S(=O)(=O)C(F)(F)F)C=C1)(F)F